dodecafluoroheptyl acrylate CC(C(C(C(C(C(OC(=O)C=C)(F)F)(F)F)(F)F)(F)F)(F)F)(F)F